C1=C(C=CC2=CC=CC=C12)C#CNC1=CC=CC=C1 2-(2-naphthyl)ethynylaniline